N[C@@H]1C\C=C/CCS[C@@H]2[C@@H]([C@H]([C@H]([C@@H]1O2)O)O)O (1R,8R,9R,10R,11S,12R,Z)-8-amino-13-oxa-2-thiabicyclo[7.3.1]tridec-5-ene-10,11,12-triol